C1(CC1)(C1CC1)NC(=O)[C@H]1CN(CC[C@@H]1NC(=O)C1=NOC(=C1)C1=C(C=C(C=C1)F)F)C1CCCC1 (3S,4S)-1-cyclopentyl-4-{[5-(2,4-difluoro-phenyl)-isoxazole-3-carbonyl]-amino}-piperidine-3-carboxylic acid bicyclopropyl-1-ylamide